methyl 6-tert-butyl-7-methyl-pyrrolo[2,3-d]pyrimidine-2-carboxylate C(C)(C)(C)C1=CC2=C(N=C(N=C2)C(=O)OC)N1C